BrC1=CC2=C(N=C(N=C2)S(=O)(=O)C)N(C1=O)CC(F)(F)F 6-Bromo-2-(methylsulfonyl)-8-(2,2,2-trifluoroethyl)pyrido[2,3-d]pyrimidin-7(8H)-one